(S)-(1,3-Dimethyl-1H-pyrazol-5-yl)(6-(3-methyl-1H-pyrrolo[2,3-b]pyridin-5-yl)-8-(pyrrolidin-2-yl)-3,4-dihydroisoquinolin-2(1H)-yl)methanone CN1N=C(C=C1C(=O)N1CC2=C(C=C(C=C2CC1)C=1C=C2C(=NC1)NC=C2C)[C@H]2NCCC2)C